BrC=1C=C2C(=CN(C2=CC1)C(CCCCP([O-])([O-])=O)=O)/C(=C/C1=C(C=CC(=C1)C#N)OC)/C#N.[Na+].[Na+] disodium (Z)-5-(5-bromo-3-(1-cyano-2-(5-cyano-2-methoxyphenyl)vinyl)-1H-indol-1-yl)-5-oxopentylphosphonate